CC=1CCC(C(C1)C=1C(=C(C(=CC1O)CCCCC)C=1C=NC=CC1)O)C(=C)C 5'-methyl-4-pentyl-2'-(prop-1-en-2-yl)-3-(pyridin-3-yl)-1',2',3',4'-tetrahydro-[1,1'-biphenyl]-2,6-diol